S(=O)(=O)(O)C1=CC=C(C)C=C1.N1=C(C=CC=C1)C1=NC=CC=C1 bipyridine tosylate